C(C)(C)(C)OC(=O)N1C[C@@H]([C@H](CC1)NC1=NC(=CC=C1)C1=CN=C2N1N=C(C=C2)C=2C=NN1C2C=CC=C1)F (3S,4S)-3-fluoro-4-[[6-(6-pyrazolo[1,5-a]pyridin-3-yl-imidazo[1,2-b]pyridazin-3-yl)-2-pyridinyl]amino]piperidine-1-carboxylic acid tert-butyl ester